OC=1C(N(C=CC1C(=O)N)C)=O 3-hydroxy-1-methyl-2-oxo-1,2-dihydropyridine-4-carboxamide